[NH4+].C(C)OCS(=O)(=O)[O-] ethoxymethyl-sulfonic acid ammonium salt